(R)-8-hydroxy-3,5-dimethyl-7-nitroisochroman-1-one OC=1C(=CC(=C2C[C@H](OC(C12)=O)C)C)[N+](=O)[O-]